3,4-dihydro-1H-2-quinoxalinone N1C(CNC2=CC=CC=C12)=O